methyl (S)-2-benzyl-3-((cis)-3-cyanocyclohexyl)-7-methyl-3,7,8,9-tetrahydro-6H-imidazo[4,5-f]quinoline-6-carboxylate C(C1=CC=CC=C1)C=1N(C=2C(=C3CC[C@@H](N(C3=CC2)C(=O)OC)C)N1)[C@@H]1C[C@@H](CCC1)C#N